1-[4-[(4,5-dichloro-2-hydroxyphenyl)carbonyl]piperidin-1-yl]ethan-1-one ClC1=CC(=C(C=C1Cl)C(=O)C1CCN(CC1)C(C)=O)O